6-Chloro-3-((1-(2-cyclopropyloxazole-5-carbonyl)-4-hydroxypiperidin-4-yl)methyl)-7-(3,4-dimethoxyphenyl)-3,7-dihydro-4H-pyrrolo[2,3-d]pyrimidin-4-one ClC1=CC2=C(N=CN(C2=O)CC2(CCN(CC2)C(=O)C2=CN=C(O2)C2CC2)O)N1C1=CC(=C(C=C1)OC)OC